magnesium 2-(hept-2-yl)-2-methylpropionate CC(CCCCC)C(C(=O)[O-])(C)C.[Mg+2].CC(CCCCC)C(C(=O)[O-])(C)C